C(C1=CC=CC=C1)(C1=CC=CC=C1)[C@@]1(NCCC1)C(=O)O α-benzhydryl-proline